N-(1-(4-(trifluoromethyl)phenyl)vinyl)acetamide Benzyl-(R)-(2-((tert-butyldiphenylsilyl)oxy)-1-(1-cyanocyclopropyl)ethyl)carbamate C(C1=CC=CC=C1)N(C(O)=O)[C@@H](CO[Si](C1=CC=CC=C1)(C1=CC=CC=C1)C(C)(C)C)C1(CC1)C#N.FC(C1=CC=C(C=C1)C(=C)NC(C)=O)(F)F